(E)-3-(4-methoxy-3-(methoxycarbonyl)phenyl)acrylic acid COC1=C(C=C(C=C1)/C=C/C(=O)O)C(=O)OC